C(#N)N1C[C@H](CC1)C(=O)NC=1SC2=C(N1)C=CC(=C2)C=2C=NN(C2)C (S)-1-cyano-N-(6-(1-methyl-1H-pyrazol-4-yl)benzo[d]thiazol-2-yl)pyrrolidine-3-carboxamide